[C@@H]1([C@H](O)[C@H](O)[C@H](O1)CO)N1C2=NC=NC(=C2N=C1)N(C(=O)N[C@@H]([C@H](O)C)C(=O)O)C N-((9-β-D-ribofuranosyl-purin-6-yl)N-methylcarbamoyl)threonine